4-methyl-cinnamic acid CC1=CC=C(C=CC(=O)O)C=C1